CS(=O)(=O)[O-].C(CCCCCCC)[N+]1=CC=C(C=C1)C 1-octyl-4-methylpyridinium methanesulfonate